7-[(5-Chloropyrimidine-2-yl)oxy]-1-(4,4,4-trifluorobutyl)Indoline-2,3-dione ClC=1C=NC(=NC1)OC=1C=CC=C2C(C(N(C12)CCCC(F)(F)F)=O)=O